3-(2,6-diazaspiro[3.5]nonan-2-yl)-7-(2,8-dimethylimidazo[1,2-b]pyridazin-6-yl)-5-fluorocinnoline C1N(CC12CNCCC2)C=2N=NC1=CC(=CC(=C1C2)F)C=2C=C(C=1N(N2)C=C(N1)C)C